(S)-7-bromo-N-(1-((1-cyanocyclopropyl)amino)-4-methyl-1-oxopentan-2-yl)dibenzo[b,d]Furan-2-carboxamide BrC1=CC2=C(C3=C(O2)C=CC(=C3)C(=O)N[C@H](C(=O)NC3(CC3)C#N)CC(C)C)C=C1